[Fe].CN1CCN(CC1)CCC[Si](OC)(OC)OC 3-(4-methylpiperazinyl)propyltrimethoxysilane iron